NC1=C2C(=NN(C2=CC=C1)[C@H]1CN(CCC1)C(C=C)=O)C1=CC=C(C=C1)OC1=CC=CC=C1 1-[(3R)-3-[4-amino-3-(4-phenoxyphenyl)indazol-1-yl]piperidin-1-yl]prop-2-en-1-one